5-(3-(difluoromethyl)imidazo[1,2-a]pyridin-6-yl)-7H-pyrrolo[2,3-d]pyrimidine FC(C1=CN=C2N1C=C(C=C2)C2=CNC=1N=CN=CC12)F